OC=1SC=C(N1)C1=CCC(CC1)CC1=NC=2C(=NC(=CC2)C(=O)OC)N1C[C@H]1OCC1 Methyl 2-((4-(2-hydroxythiazol-4-yl)cyclohex-3-en-1-yl)methyl)-3-(((S)-oxetan-2-yl)methyl)-3H-imidazo[4,5-b]pyridine-5-carboxylate